4-chlorothiophenylpropionic acid ClC=1C=C(SC1)C(C(=O)O)C